2-(4,6-dichloro-2-methyl-3-pyridyl)acetonitrile ClC1=C(C(=NC(=C1)Cl)C)CC#N